tert-butyl 7-(3-cyclopropyl-1-methoxy-1-oxopropan-2-yl)-6-oxo-1,7-diazaspiro[4.4]nonane-1-carboxylate C1(CC1)CC(C(=O)OC)N1C(C2(CCCN2C(=O)OC(C)(C)C)CC1)=O